5-Ethyl-N4,N2-bis-[4-chloro-3-methoxyphenyl]pyrimidine-2,4-diamine C(C)C=1C(=NC(=NC1)NC1=CC(=C(C=C1)Cl)OC)NC1=CC(=C(C=C1)Cl)OC